BrC1=C(C=C(C=C1)N1C(C=C(C1)OC)=O)COC 1-(4-bromo-3-(methoxymethyl)phenyl)-4-methoxy-1,5-dihydro-2H-pyrrol-2-one